N-(7-chloro-2-(2,5-dimethyl-1H-pyrrol-1-yl)-1-methyl-1H-benzo[d]imidazol-4-yl)-5,6,7,8-tetrahydroquinolin-3-amine ClC1=CC=C(C2=C1N(C(=N2)N2C(=CC=C2C)C)C)NC=2C=NC=1CCCCC1C2